C(C)C1=NN(C2=C1C(NCC1(CCOCC1)C2)=O)C[C@H](COC(C2=CC=C(C=C2)C#N)=O)C 4-Cyanobenzoic acid [(2R)-3-(3-ethyl-4-oxo-spiro[6,8-dihydro-5H-pyrazolo[4,3-c]azepin-7,4'-tetrahydropyran]-1-yl)-2-methyl-propyl] ester